[O-2].[K+].[Fe+2] iron-potassium oxide